(R,E)-N-((8-bromo-6-isopropylimidazo[1,2-a]pyridin-2-yl)methylene)-2-methylpropane-2-sulfinamide BrC=1C=2N(C=C(C1)C(C)C)C=C(N2)\C=N\[S@](=O)C(C)(C)C